N-((5-chloro-6-(thiazol-4-ylmethoxy)-1H-indol-2-yl)methyl)-2,3-difluoropropanamide ClC=1C=C2C=C(NC2=CC1OCC=1N=CSC1)CNC(C(CF)F)=O